1,2-bis(2,2,6,6-tetramethyl-1-(phenylthio)piperidin-4-ylidene)hydrazine CC1(N(C(CC(C1)=NN=C1CC(N(C(C1)(C)C)SC1=CC=CC=C1)(C)C)(C)C)SC1=CC=CC=C1)C